FC=1C(=NC=CC1C1=C(C=C(C=C1)NC1=NC(=NN1C)C=1C=NC(=CC1)F)F)N 3-fluoro-4-(2-fluoro-4-((3-(6-fluoropyridin-3-yl)-1-methyl-1H-1,2,4-triazol-5-yl)amino)phenyl)pyridin-2-amine